C(C)OC1(C(=O)OCCCC1)OCC diethoxy-ε-caprolactone